FC1(OC1(C(C(F)(F)F)(F)F)F)C(F)(F)F 2,3-difluoro-2-trifluoromethyl-3-pentafluoroethyl-oxirane